2-((((8R,9S,13S,14S)-13-methyl-17-oxo-7,8,9,11,12,13,14,15,16,17-decahydro-6H-cyclopenta[a]phenanthren-3-yl)oxy)carbonyl)-4-phenylpentanedioic acid C[C@@]12C(CC[C@H]1[C@@H]1CCC=3C=C(C=CC3[C@H]1CC2)OC(=O)C(C(=O)O)CC(C(=O)O)C2=CC=CC=C2)=O